COC1=CC=C(C=C1)C(C)(C)C=1N=C(SC1)NC(C1=CN=CC=C1)=O N-(4-(2-(4-methoxyphenyl)propan-2-yl)thiazol-2-yl)nicotinamide